4-(4-methylpiperazin-1-yl)cyclohexanecarboxhydrazide CN1CCN(CC1)C1CCC(CC1)C(=O)NN